tert-butyl 4-[4-[3-(2-ethoxy-4,4-dimethyl-6-oxo-cyclohexen-1-yl)-4-methyl-phenyl]-phenoxy]piperidine-1-carboxylate C(C)OC1=C(C(CC(C1)(C)C)=O)C=1C=C(C=CC1C)C1=CC=C(OC2CCN(CC2)C(=O)OC(C)(C)C)C=C1